6-(4-morpholinophenyl)-1,3-benzothiazol-2-amine tert-butyl-N-[6-(4-morpholinophenyl)-1,3-benzothiazol-2-yl]carbamate C(C)(C)(C)OC(NC=1SC2=C(N1)C=CC(=C2)C2=CC=C(C=C2)N2CCOCC2)=O.O2CCN(CC2)C2=CC=C(C=C2)C2=CC1=C(N=C(S1)N)C=C2